cyclopropane-1,1-dicarboxylic acid [4-(6,7-dimethoxyquinoline-4-yloxy)-phenyl]-amide (4-fluorophenyl)-amide FC1=CC=C(C=C1)NC(=O)C1(CC1)C(=O)NC1=CC=C(C=C1)OC1=CC=NC2=CC(=C(C=C12)OC)OC